1-(methoxymethyl)-3-(((2R,3R)-2-methyloxetan-3-yl)oxy)-4-nitro-1H-pyrazole COCN1N=C(C(=C1)[N+](=O)[O-])O[C@H]1[C@H](OC1)C